ethyl 2-((5-bromobenzofuran-3-yl)methoxy)-3-(2-ethoxy-2-oxoethyl)benzoate BrC=1C=CC2=C(C(=CO2)COC2=C(C(=O)OCC)C=CC=C2CC(=O)OCC)C1